CCCCCCCC=CC(=O)C undecenone